O=C1C2(CC2)[C@H]([C@@H](N1)C1=CC=CC=C1)NC(=O)C1CC1 N-(trans-4-oxo-6-phenyl-5-azaspiro[2.4]hept-7-yl)cyclopropanecarboxamide